C(C)NC=1C=C(C=C(C1)O)O 5-ethylamino-1,3-benzenediol